C(C1=CC=CC=C1)SC=1C=CC2=CN(N=C2C1)C=1SC(=NN1)C(F)F 2-(6-(benzylthio)-2H-indazol-2-yl)-5-(difluoromethyl)-1,3,4-thiadiazole